selenThiole [Se]1SCC=C1